The molecule is a ketohexose monophosphate consisting of D-psicose having a phosphate group located at the 6-position. It derives from a D-psicose. It is a conjugate acid of a D-psicose 6-phosphate(2-). C([C@H]([C@H]([C@H](C(=O)CO)O)O)O)OP(=O)(O)O